N-(2-cyanoethyl)-N-(sec-butyl)-amine C(#N)CCNC(C)CC